C(C)(C)(C)OC(N(C)CC1=C(C=CC=C1F)Br)=O N-[(2-bromo-6-fluoro-phenyl)methyl]-N-methyl-carbamic acid tert-butyl ester